C(C)(=O)N1[C@H](CCC1)C(=O)N1[C@@H]([C@H]2C([C@H]2C1)(C)C)C(=O)OC methyl (1R,2S,5S)-3-[(2R)-1-acetylpyrrolidine-2-carbonyl]-6,6-dimethyl-3-azabicyclo[3.1.0]hexane-2-carboxylate